CC1(C(C1)C1=CC=C(C=C1)C(C)(C)C)C 1-(2,2-dimethylcyclopropyl)4-tert-butylbenzene